3-HYDROXY-5-(ISOXAZOL-5-YL)PYRIDINEFORMYLGLYCINE OC=1C(=NC=C(C1)C1=CC=NO1)C(=O)NCC(=O)O